ClC=1C(=C(C(=C(C1)C1(OCCO1)C)OCC)I)F 2-(5-chloro-2-ethoxy-4-fluoro-3-iodophenyl)-2-methyl-1,3-dioxolane